4-((5R,7R)-7-hydroxy-5-methyl-6,7-dihydro-5H-cyclopenta[d]pyrimidin-4-yl)piperazine-1-carboxylic acid tert-butyl ester C(C)(C)(C)OC(=O)N1CCN(CC1)C=1C2=C(N=CN1)[C@@H](C[C@H]2C)O